4-[5-(2-aminoethyl)pyrimidin-2-yl]-3-[2-methyl-5-(trifluoromethyl)pyrazol-3-yl]oxybenzonitrile NCCC=1C=NC(=NC1)C1=C(C=C(C#N)C=C1)OC=1N(N=C(C1)C(F)(F)F)C